FC1=C(C=CC=C1)C1=NNC(=C1)C(=O)OCC ethyl 3-(2-fluorophenyl)-1H-pyrazole-5-carboxylate